6-chloro-1-[(2R,3S)-3-(methylsulfonylmethyl)-2-methylazetidin-1-yl]-4-(prop-2-yl)-2,7-naphthyridine ClC=1C=C2C(=CN=C(C2=CN1)N1[C@@H]([C@H](C1)CS(=O)(=O)C)C)C(C)C